tert-butyl (R)-5-(4-acetylpiperazin-1-yl)-3-((methyl((S)-5,6,7,8-tetrahydroquinolin-8-yl)amino)methyl)-3,4-dihydroisoquinoline-2(1H)-carboxylate C(C)(=O)N1CCN(CC1)C1=C2C[C@@H](N(CC2=CC=C1)C(=O)OC(C)(C)C)CN([C@H]1CCCC=2C=CC=NC12)C